5-bromo-2-{4-(quinolin-3-yl)phenylazo}aniline BrC=1C=CC(=C(N)C1)N=NC1=CC=C(C=C1)C=1C=NC2=CC=CC=C2C1